2-Cyclopentyl-N-{2,6-dimethyl-4-[2-(4-trifluoromethyl-phenyl)-pyrrolidin-1-yl]-phenyl}-acetamide C1(CCCC1)CC(=O)NC1=C(C=C(C=C1C)N1C(CCC1)C1=CC=C(C=C1)C(F)(F)F)C